C(C)(C)(C)OC(=O)N1C(=NC=2C1=NC=CC2)CCCCCCC=O 2-(7-oxoheptyl)-3H-imidazo[4,5-b]pyridine-3-carboxylic acid tert.Butyl ester